CC1=NC2=CC=C(C=C2C=C1)C(=O)OC(C)(C)C tert-butyl 2-methylquinoline-6-carboxylate